NC1=CC=C(C=C1)C1=C(N=C(O1)C1=CC=C(C=C1)C(C)(C)C)C(=O)OCC ethyl 5-(4-aminophenyl)-2-(4-(tert-butyl)phenyl)oxazole-4-carboxylate